N-[3-[(1S)-1-[(4-methyl-1,2,4-triazol-3-yl)sulfanyl]ethyl]phenyl]-4-(trifluoromethyl)thiazole-2-carboxamide CN1C(=NN=C1)S[C@@H](C)C=1C=C(C=CC1)NC(=O)C=1SC=C(N1)C(F)(F)F